NC=1C=2N(C=CN1)C(=NC2C2=C(C=C(C=C2)C(C)(C2=CC(=CC=C2)C)O)OCC)[C@H]2CN1C(CC[C@@H]1CC2)=O (6R,8aS)-6-(8-amino-1-{2-ethoxy-4-[1-hydroxy-1-(3-methylphenyl)ethyl]phenyl}imidazo[1,5-a]pyrazin-3-yl)hexahydroindolizin-3(2H)-one